methyl 2-((4-(3-(4-chloro-2-fluorophenyl)-3-methyl-4-carbonylchroman-5-yl) piperidin-1-yl) methyl)-1-(((S)-oxetan-2-yl) methyl)-1H-benzo[d]imidazole-6-carboxylate ClC1=CC(=C(C=C1)C1(COC2=CC=CC(=C2C1=C=O)C1CCN(CC1)CC1=NC2=C(N1C[C@H]1OCC1)C=C(C=C2)C(=O)OC)C)F